2-(6-bromo-1-oxo-isoindolin-2-yl)-2-[5-fluoro-2-(methoxymethoxy)-phenyl]Ethyl acetate C(C)(=O)OCC(C1=C(C=CC(=C1)F)OCOC)N1C(C2=CC(=CC=C2C1)Br)=O